N-((4-(2-((tert-butyldimethylsilyl)oxy)ethoxy-1,1,2,2-d4)-2-isopropylpyridin-3-yl)carbamoyl)-2,5,6-trichloronicotinamide [Si](C)(C)(C(C)(C)C)OC(C(OC1=C(C(=NC=C1)C(C)C)NC(=O)NC(C1=C(N=C(C(=C1)Cl)Cl)Cl)=O)([2H])[2H])([2H])[2H]